NC=1C2=C(N=CN1)N(C=C2C#CC=2C=CC1=C(N=C(O1)C(F)(F)F)C2)[C@@H]2CN(CC2)C(C=C)=O (S)-1-(3-(4-Amino-5-((2-(trifluoromethyl)benzo[d]oxazol-5-yl)ethynyl)-7H-pyrrolo[2,3-d]pyrimidin-7-yl)pyrrolidin-1-yl)prop-2-en-1-one